NC1=CC=C(C=2C(C3=C(C=CC=C3C(C12)=O)N)=O)N 1,4,5-triaminoanthraquinone